N-(3-(5-(6-(3-cyanopyrrolo[1,2-b]pyridazin-7-yl)-4-((tetrahydro-2H-pyran-4-yl)amino)pyridin-3-yl)-1,3,4-thiadiazol-2-yl)bicyclo[1.1.1]pentan-1-yl)acetamide C(#N)C1=CC=2N(N=C1)C(=CC2)C2=CC(=C(C=N2)C2=NN=C(S2)C21CC(C2)(C1)NC(C)=O)NC1CCOCC1